ClC1=C(C=C(C(=C1)Cl)Cl)C1=CC(=C(C=C1)Cl)Cl 2,3',4,4',5-Pentachlorobiphenyl